ClC=1C=CC(=C(C1)[C@H]1C[C@H](C1)NC(=O)C=1C=NN(C1)[C@@H](C)C=1C=NC(=C(C1C)Cl)N1C([C@@H]2C[C@@H]2C1)=O)C#N N-((cis)-3-(5-chloro-2-cyanophenyl)cyclobutyl)-1-((S)-1-(5-chloro-4-methyl-6-((1R,5S)-2-oxo-3-azabicyclo[3.1.0]hexan-3-yl)pyridin-3-yl)ethyl)-1H-pyrazole-4-carboxamide